N-(6-(4,4-difluoropiperidin-1-yl)-5-(4-methyl-1H-pyrazol-1-yl)pyridin-2-yl)-4-(2-hydroxyethylsulfonylamino)-2-(6-azaspiro[2.5]oct-6-yl)benzamide FC1(CCN(CC1)C1=C(C=CC(=N1)NC(C1=C(C=C(C=C1)NS(=O)(=O)CCO)N1CCC2(CC2)CC1)=O)N1N=CC(=C1)C)F